NC1CCN(CC1)C=1N(C(C(=C(N1)C1=CC=C(C#N)C=C1)C1=CC=C(C=C1)OC)=O)C 4-[2-(4-amino-piperidin-1-yl)-5-(4-methoxyphenyl)-1-methyl-6-oxo-1,6-dihydro-pyrimidin-4-yl]-benzonitrile